O[C@H]1[C@@H](O[C@H]([C@@H](C1)O)C)O[C@@H](CC/C=C/C(=O)OCC1=CC=CC=C1)C benzyl (2E,6R)-6-{[(2R,3R,5R,6S)-3,5-dihydroxy-6-methyloxan-2-yl]oxy}hept-2-enoate